FC=1C=CC(=C(C(=O)OC)C1)SCC1=CC=C(C=C1)OC methyl 5-fluoro-2-[(4-methoxyphenyl)methylthio]benzoate